N-(2-fluoro-phenyl)-2-((7-(trifluoromethyl)-[1,2,4]triazolo[1,5-c]pyrimidin-2-yl)thio)acetamide FC1=C(C=CC=C1)NC(CSC1=NN2C=NC(=CC2=N1)C(F)(F)F)=O